3-cyclopentyl-7-methyl-3,4-dihydro-2h-benzo[e][1,2,4]thiadiazine-1,1-dioxide C1(CCCC1)C1NS(C2=C(N1)C=CC(=C2)C)(=O)=O